trans-2,5-dihydro-2,5-dimethoxyfuran CO[C@@H]1O[C@H](C=C1)OC